NC1=NC(=CC(=[N+]1[O-])N)N1CCCCC1 2,4-diamino-6-piperidinylpyrimidine-3-oxide